FC1=CC=C2C=CC=CC2=C1 7-fluoronaphthalen